Bis(2-hydroxyethyl)-3,3'-((4-hydroxybutyl)azandiyl)dipropionat OCCOC(CCN(CCC(=O)OCCO)CCCCO)=O